C1(=CC(=CC=2C(=CC=CC12)S(=O)(=O)Cl)S(=O)(=O)Cl)S(=O)(=O)Cl 1,3,5-naphthalenetrisulfonyl chloride